BrC=1C=C(C(=NC1)CNC(C1=C(N=CC=C1Cl)Cl)=O)Cl N-((5-bromo-3-chloropyridin-2-yl)methyl)-2,4-dichloronicotinamide